2-fluoro-6-(1-isopropylpiperidin-4-yl)aniline FC1=C(N)C(=CC=C1)C1CCN(CC1)C(C)C